C1N(CC2C1CCC2)C2=CC=CC(=N2)S(=O)(=O)NC(=O)C=2C(=NC=CC2)N2C(CC(C2)C)(C)C N-[[6-(3,3a,4,5,6,6a-Hexahydro-1H-cyclopenta[c]pyrrol-2-yl)-2-pyridyl]sulfonyl]-2-(2,2,4-trimethylpyrrolidin-1-yl)pyridin-3-carboxamid